C(C)(C)(C)N1CCC=C1 1-(tert-butyl)-1,3-dihydro-2H-pyrrole